C1(CC1)C1=CC=C2C(=NC(N(C2=C1)C1=CC=CC=C1)=O)OCC1COC1 7-cyclopropyl-4-(oxetan-3-ylmethoxy)-1-phenylquinazolin-2(1H)-one